CN1CCC(CC1)OC1=CC(=NC(=C1)NC=1SC(=CN1)C)N[C@@H]1CN(CCC1)C(=O)OC(C)(C)C Tert-Butyl (S)-3-((4-((1-methylpiperidin-4-yl)oxy)-6-((5-methylthiazol-2-yl)amino)pyridin-2-yl)amino)piperidine-1-carboxylate